5-(2-fluoro-6-hydroxy-3-(5-isopentyl-1-methyl-1H-pyrazol-3-yl)phenyl)-1,2,5-thiadiazolidin-3-one 1,1-dioxide FC1=C(C(=CC=C1C1=NN(C(=C1)CCC(C)C)C)O)N1CC(NS1(=O)=O)=O